1-(1-(4'-(3-methoxypropyl)-[1,1'-biphenyl]-4-yl)cyclopropyl)-3-(3-methylquinuclidin-3-yl)urea COCCCC1=CC=C(C=C1)C1=CC=C(C=C1)C1(CC1)NC(=O)NC1(CN2CCC1CC2)C